IC=1C=NN(C1)C1=CC=C(C=C1)OC(F)(F)F 4-iodo-1-(4-trifluoromethoxyphenyl)-1H-pyrazole